CC1=CC=C(C=C1)S(=O)(=O)OCC12CC(C1)(C2)NC(=O)OC(C)(C)C (3-((tert-butoxycarbonyl)amino)bicyclo[1.1.1]pentan-1-yl)methyl 4-methylbenzenesulfonate